5-isobutyl-3-(4-((7-oxo-4,6-diazaspiro[2.4]heptane-4-en-6-yl)methyl)phenyl)thiophene-2-sulfonamide C(C(C)C)C1=CC(=C(S1)S(=O)(=O)N)C1=CC=C(C=C1)CN1C=NC2(CC2)C1=O